trans-2-methylcyclopentan-2-ol CC1(CCCC1)O